C1(CCC1)CN1C2=C(OCC1=O)C=C(C=C2)C=2SC=C(N2)NC(=O)N[C@@H]2CN(CCC2)C (S)-1-(2-(4-(cyclobutylmethyl)-3-oxo-3,4-dihydro-2H-benzo[b][1,4]oxazin-7-yl)thiazol-4-yl)-3-(1-methylpiperidin-3-yl)urea